tert-butyl 2-{5-[(4-bromo-1,5-dimethylpyrazol-3-yl)oxy]-2-fluorophenyl}-2-{5-[2-(3-fluoroazetidin-1-yl)ethyl]-2-oxo-4-(trifluoromethyl)pyridin-1-yl}acetate BrC=1C(=NN(C1C)C)OC=1C=CC(=C(C1)C(C(=O)OC(C)(C)C)N1C(C=C(C(=C1)CCN1CC(C1)F)C(F)(F)F)=O)F